2,4,6-tris(dimethylaminomethyl)phenol tris(2-ethylhexanoic acid) salt C(C)C(C(=O)O)CCCC.C(C)C(C(=O)O)CCCC.C(C)C(C(=O)O)CCCC.CN(C)CC1=C(C(=CC(=C1)CN(C)C)CN(C)C)O